tert-butyl (S)-5-amino-4-(5-(((2R,3S)-3-((4-(difluoromethoxy)cyclohexyl)amino)tetrahydro-2H-pyran-2-yl)methyl)-4-fluoro-1-oxoisoindolin-2-yl)-5-oxopentanoate NC([C@H](CCC(=O)OC(C)(C)C)N1C(C2=CC=C(C(=C2C1)F)C[C@H]1OCCC[C@@H]1NC1CCC(CC1)OC(F)F)=O)=O